Sodium hypophosphite Sodium hypophosphite [PH2](=O)[O-].[Na+].[PH2](=O)[O-].[Na+]